FC=1C=C(C=CC1)C1=C2N=C(C(=NC2=CC=C1)C(=O)N)CC=1SC(=CC1)C1=CC(=C(C=C1)OC)C (3-fluorophenyl)-((5-(4-methoxy-3-methylphenyl)thiophen-2-yl)methyl)quinoxaline-2-carboxamide